FC1=CC=C(C=C1)C1=CC=C(C=C1)C=1C=CC2=C(NC(=N2)C)C1 6-(4'-fluoro-[1,1'-Biphenyl]-4-yl)-2-Methyl-1H-benzo[d]Imidazol